3-({[5-methoxy-1-methyl-3-(trifluoromethyl)-1H-pyrazol-4-yl]methyl}sulfonyl)-5,5-dimethyl-4,5-dihydro-1,2-oxazole COC1=C(C(=NN1C)C(F)(F)F)CS(=O)(=O)C1=NOC(C1)(C)C